2-(3',5,5'-tri-tert-butyl-[1,1'-biphenyl]-3-yl)-4,4,5,5-tetramethyl-1,3,2-dioxaborolane C(C)(C)(C)C=1C=C(C=C(C1)C(C)(C)C)C1=CC(=CC(=C1)C(C)(C)C)B1OC(C(O1)(C)C)(C)C